N1C(=NC2=C1C=CC=C2)S(=O)(=O)CC(=O)C2=CC=C(C=C2)C2=NOC(=N2)C(F)(F)F 2-((1H-benzo[d]imidazol-2-yl)sulfonyl)-1-(4-(5-(trifluoromethyl)-1,2,4-oxadiazol-3-yl)phenyl)ethan-1-one